C(C=C)(=O)N1[C@H](CN(CC1)C=1C2=C(N=C(N1)OC[C@H]1N(CCC1)C)CN(CC2)C2=CC=CC1=CC=CC(=C21)[13CH3])CC#N 2-((S)-1-acryloyl-4-(7-(8-(methyl-13C)naphthalen-1-yl)-2-(((S)-1-methylpyrrolidin-2-yl)methoxy)-5,6,7,8-tetrahydropyrido[3,4-d]pyrimidin-4-yl)piperazin-2-yl)acetonitrile